COC=1C=C(C=CC1OC)[Mg]Br 3,4-dimethoxyphenyl-magnesium bromide